2-cyclopropyl-1,3-thiazol C1(CC1)C=1SC=CN1